C(O)(O)(O)O.[Pd](O)O palladium hydroxide carbon hydroxide